C(C)C=1C=C(N)C=C(C1)CC 3,5-diethylaniline